(2S,5S)-2-(1-(4-bromophenyl)-3-(4-fluorophenyl)-1H-pyrazol-4-yl)-3-(4-isopropoxy-phenethyl)-5-methyl-oxazolidin-4-one BrC1=CC=C(C=C1)N1N=C(C(=C1)[C@@H]1O[C@H](C(N1CCC1=CC=C(C=C1)OC(C)C)=O)C)C1=CC=C(C=C1)F